The molecule is this is the major tautomer at pH 7.3 of compound 13 of pmid:27690412 It derives from a herquline A(1+). C1[C@H]2C[NH2+][C@@H](CC3=C[C@@H](C(=O)C=C3)C4=C(C=CC1=C4)O)CN2